5-bromo-2(1H)-pyridone BrC=1C=CC(NC1)=O